tert-butyl (3S,4R)-3-fluoro-4-{[2-(3-{[4-(methylcarbamoyl)phenyl]amino}prop-1-yn-1-yl)-3-[(trifluoromethyl)sulfanyl]indolizin-8-yl]amino}piperidine-1-carboxylate F[C@H]1CN(CC[C@H]1NC1=CC=CN2C(=C(C=C12)C#CCNC1=CC=C(C=C1)C(NC)=O)SC(F)(F)F)C(=O)OC(C)(C)C